FC(CN(C(OC(C)(C)C)=O)[C@H](COC1=CC=2C=3C=C4C(=C(C3N(C2C=C1)C)C)C=CN=C4)C)F tertbutyl N-(2,2-difluoroethyl)-N-[(1S)-2-(5,6-dimethylpyrido[4,3-b]carbazol-9-yl)oxy-1-methyl-ethyl]carbamate